CON1N=C2C=CC(=CC2=C1)C(=O)N methoxy-2H-indazole-5-carboxamide